1-[6-(1-cyclopropyl-1H-pyrazol-4-yl)-7-difluoromethyl-3,4-dihydro-2H-quinolin-1-yl]-isoquinoline-3-carboxylic acid methylamide CNC(=O)C=1N=C(C2=CC=CC=C2C1)N1CCCC2=CC(=C(C=C12)C(F)F)C=1C=NN(C1)C1CC1